N1N=CC2=CC=C(C=C12)CC(=O)NC1=CC(=NC=C1)C(=O)NC1CC2(COC2)C1 4-[[2-(1H-indazol-6-yl)acetyl]amino]-N-(2-oxaspiro[3.3]heptane-6-yl)pyridine-2-carboxamide